quinazolin-6-yl benzoate C(C1=CC=CC=C1)(=O)OC=1C=C2C=NC=NC2=CC1